tert-Butyl 6-((6-chloro-5-(trifluoromethyl)pyridin-2-yl)methyl)-2-azaspiro[3.3]heptane-2-carboxylate ClC1=C(C=CC(=N1)CC1CC2(CN(C2)C(=O)OC(C)(C)C)C1)C(F)(F)F